COC1(C(=C(C(=C1Cl)Cl)Cl)Cl)OC 5,5-dimethoxy-1,2,3,4-tetrachlorocyclopentadiene